2-methyl-9,9-ditetradecyl-3,9-dihydro-cyclopenta[b]fluorene CC=1CC=2C(=CC=3C(C4=CC=CC=C4C3C2)(CCCCCCCCCCCCCC)CCCCCCCCCCCCCC)C1